NC=1C=CC(=C(C1)N1C(N=C(C=C1)C=1C=NC=CC1)N)C N-(5-amino-2-methylphenyl)-4-(3-pyridinyl)-2-aminopyrimidine